CN1[C@@H](CCC1)COC1=NC(=CC(=N1)C(=O)NC1=CC=CC=C1)N1CCN(CC1)C(C=C)=O 2-[[(2S)-1-methylpyrrolidin-2-yl]methoxy]-N-phenyl-6-(4-prop-2-enoylpiperazin-1-yl)pyrimidine-4-carboxamide